(Z)-7-tridecenal C(CCCCC\C=C/CCCCC)=O